tert-butyl (R)-3-(3-amino-5-(2,4-difluorophenyl)thiophene-2-carboxamido)piperidine-1-carboxylate NC1=C(SC(=C1)C1=C(C=C(C=C1)F)F)C(=O)N[C@H]1CN(CCC1)C(=O)OC(C)(C)C